ethyl 3-aminobenzoate methanesulfonate CS(=O)(=O)O.NC=1C=C(C(=O)OCC)C=CC1